trimethylglycine-15N C[15N+](C)(C)CC(=O)[O-]